C[C@@H]1N(C2=CC=C3C(=C2CC1)N=C(N3CC(NCCC3=NC=CC=C3)=O)CCN3C(C=CC=C3)=O)C(=O)OC methyl (S)-7-methyl-3-(2-oxo-2-((2-(pyridin-2-yl)ethyl)amino)ethyl)-2-(2-(2-oxopyridin-1(2H)-yl)ethyl)-3,7,8,9-tetrahydro-6H-imidazo[4,5-f]quinoline-6-carboxylate